FC=1C=C(C=CC1C1=C(C=NC=C1)C)NC([C@H](C(C1=CC=CC=C1)C1=CC=CC=C1)NC(=O)C1=CC=NN1C)=O (S)-N-(1-((3-fluoro-4-(3-methylpyridin-4-yl)phenyl)amino)-1-oxo-3,3-diphenylpropan-2-yl)-1-methyl-1H-pyrazole-5-carboxamide